(2S)-2-amino-5-(carbamoylamino)-N-[4-(hydroxymethyl)phenyl]pentanamide N[C@H](C(=O)NC1=CC=C(C=C1)CO)CCCNC(N)=O